2-(4-fluorophenyl)-7,8-dihydro-4H,6H-pyrazolo[5,1-c][1,4]oxazepine FC1=CC=C(C=C1)C1=NN2C(COCCC2)=C1